[Rh].C1=CCCC=CCC1.[Cl] chlorine (1,5-cyclooctadiene) rhodium